C[C@@H]1O[C@@H](CN(C1)C1=CC=CC(=N1)C=1C=C2C=C(N=CC2=CC1)CC(=O)N[C@@H]1CN([C@@H](CC1)C)S(=O)(=O)C)C 2-(6-(6-((cis)-2,6-dimethylmorpholino)pyridin-2-yl)isoquinolin-3-yl)-N-((3S,6R)-6-methyl-1-(methylsulfonyl)piperidin-3-yl)acetamide